1,3-dioxane-4-ol O1COC(CC1)O